((1H-tetrazol-5-yl)oxy)-N-(4-(3,3-difluorocyclobutoxy)-3-fluorophenyl)-5-fluorobenzofuran-3-carboxamide N1N=NN=C1OC=1OC2=C(C1C(=O)NC1=CC(=C(C=C1)OC1CC(C1)(F)F)F)C=C(C=C2)F